4-(difluoromethoxy)-2,6-diisopropylaniline FC(OC1=CC(=C(N)C(=C1)C(C)C)C(C)C)F